BrC1=CC(=C(C(=O)NC2=C3C=NC(=NC3=CC=C2)N2CC(C2)(F)F)C=C1)N1CCC2(CC2)CC1 4-bromo-N-(2-(3,3-difluoroazetidine-1-yl)quinazolin-5-yl)-2-(6-azaspiro[2.5]octane-6-yl)benzamide